N-[1,1-dimethyl-2-[2-oxo-2-(2-oxo-3H-1,3-benzoxazol-6-yl)ethoxy]ethyl]carbamic acid tert-butyl ester C(C)(C)(C)OC(NC(COCC(C1=CC2=C(NC(O2)=O)C=C1)=O)(C)C)=O